C1(=CC=CC=C1)C1=C(C(=NN1C=1C=NNC1)C1=CC=CC=C1)C1=CC=CC=C1 triphenyl-1'H-[1,4']bipyrazole